8-isopropyl-N-[(8-endo)-3-(3-methyl-1,2,4-oxadiazol-5-yl)-3-azabicyclo[3.2.1]octan-8-yl]-5-[(1S)-2,2,2-trifluoro-1-methyl-ethoxy]-[1,2,4]triazolo[1,5-a]pyridin-2-amine C(C)(C)C=1C=2N(C(=CC1)O[C@H](C(F)(F)F)C)N=C(N2)NC2C1CN(CC2CC1)C1=NC(=NO1)C